NC1=NC(=C(C=2C1=NN(N2)CC2=NC=CC=C2F)C2=CC=NN2C(C)C)C=2C=C(C#N)C=CC2 3-(4-amino-2-((3-fluoropyridin-2-yl)methyl)-7-(1-isopropyl-1H-pyrazol-5-yl)-2H-[1,2,3]triazolo[4,5-c]pyridin-6-yl)benzonitrile